N,N-bis(9,9'-diphenylfluoren-2-yl)amine C1(=CC=CC=C1)C1(C2=CC=CC=C2C=2C=CC(=CC12)NC1=CC=2C(C3=CC=CC=C3C2C=C1)(C1=CC=CC=C1)C1=CC=CC=C1)C1=CC=CC=C1